ClC1=C(NC(C=2CN3[C@@H](COC21)CN(CC3)C(C=C)=O)=O)C3=C(C=CC=C3O)F (6aR)-4-Chloro-3-(2-fluoro-6-hydroxyphenyl)-8-(prop-2-enoyl)-2,6,6a,7,8,9,10,12-octahydro-1H-pyrazino[2,1-c]pyrido[3,4-f][1,4]oxazepin-1-one